S=C1NC(C2=C(N1CC1=C(C=CC=C1)[C@@H]1N(CC[C@H](C1)C(F)(F)F)S(=O)(=O)C1=CC=C(C)C=C1)C=CN2)=O |o1:14,18| rel-2-thioxo-1-(2-((2R,4R)-1-tosyl-4-(trifluoromethyl)piperidin-2-yl)benzyl)-1,2,3,5-tetrahydro-4H-pyrrolo[3,2-d]pyrimidin-4-one